2-benzylidene-4,4-difluoro-4-phenylbutyric acid methyl ester COC(C(CC(C1=CC=CC=C1)(F)F)=CC1=CC=CC=C1)=O